6-bromo-4-(9-((2-(trimethylsilyl)ethoxy)methyl)-9H-purin-6-yl)-3,4-dihydro-2H-1,4-thiazine BrC1=CN(CCS1)C1=C2N=CN(C2=NC=N1)COCC[Si](C)(C)C